CNC=1N=CC(=C2C=C(N=CC12)NC(=O)C1CC1)C#CC1=CC=C(C=C1)OC1CN(C1)C(CC)=O N-(8-(methylamino)-5-((4-((1-propionylazetidin-3-yl)oxy)phenyl)ethynyl)-2,7-naphthyridin-3-yl)cyclopropanecarboxamide